(R)-5-(4-cyclopropyl-1H-imidazol-1-yl)-N-(6-(5-ethynyl-6,7-dihydro-5H-pyrrolo[2,1-c][1,2,4]triazol-3-yl)pyridin-2-yl)-2-fluoro-4-methylbenzamide C1(CC1)C=1N=CN(C1)C=1C(=CC(=C(C(=O)NC2=NC(=CC=C2)C=2N3C(=NN2)CC[C@@H]3C#C)C1)F)C